5-[(1R)-1-(4-hydroxyphenyl)-2-propen-1-yl]-2,3,4-trimethoxyphenol OC1=CC=C(C=C1)[C@@H](C=C)C=1C(=C(C(=C(C1)O)OC)OC)OC